3-[(2-methylbut-2-yl)amino]propane-1,2-diol CC(C)(CC)NCC(CO)O